C(C1=CC=CC=C1)N1CC(CC1)(C(=O)[O-])F.[K+].O=C1NC(CCC1N1C(C2=CC=C(C=C2C1)C1=NC=CC(=C1)CN(CC(=O)N(C)C)C)=O)=O 2-(((2-(2-(2,6-dioxopiperidin-3-yl)-1-oxoisoindolin-5-yl)pyridin-4-yl)methyl)(methyl)amino)-N,N-dimethylacetamide potassium 1-benzyl-3-fluoropyrrolidine-3-carboxylate